Benzoic acid, butyl ester C(C1=CC=CC=C1)(=O)OCCCC